(5S)-5-[[(R)-tert-butylsulfinyl]amino]-2-(difluoromethyl)spiro[5,7-dihydro-cyclopenta[b]pyridine-6,4'-piperidine]-1'-carboxylic acid tert-butyl ester C(C)(C)(C)OC(=O)N1CCC2(CC1)[C@@H](C=1C(=NC(=CC1)C(F)F)C2)N[S@](=O)C(C)(C)C